4-[2-(6,6-dimethyl-4,5,6,7-tetrahydro-1H-indazol-3-yl)-5-fluoro-1H-indole-6-carbonyl]Piperazine-1-carboxylic acid benzyl ester C(C1=CC=CC=C1)OC(=O)N1CCN(CC1)C(=O)C1=C(C=C2C=C(NC2=C1)C1=NNC=2CC(CCC12)(C)C)F